6-(1-((5-chloro-1-methyl-1H-pyrazol-4-yl)sulfonyl)piperidin-4-yl)-[1,2,4]triazolo[1,5-a]pyridine ClC1=C(C=NN1C)S(=O)(=O)N1CCC(CC1)C=1C=CC=2N(C1)N=CN2